ethylenebisoxybisethylene C(COC=C)OC=C